tetrakis(2,4-di-tert-butylphenyl)-4,4-biphenyldiphosphonite C(C)(C)(C)C1=C(C=CC(=C1)C(C)(C)C)OP(OC1=C(C=C(C=C1)C(C)(C)C)C(C)(C)C)C1(CC=C(C=C1)C1=CC=CC=C1)P(OC1=C(C=C(C=C1)C(C)(C)C)C(C)(C)C)OC1=C(C=C(C=C1)C(C)(C)C)C(C)(C)C